N1(CCC1)CCC1=NNC2=C(C=CC(=C12)OC)F 3-(2-(azetidin-1-yl)ethyl)-7-fluoro-4-methoxy-1H-indazole